CON(C(=O)C1CCC(CC1)CNC(OCCCC)=O)C butyl ({(1r,4r)-4-[methoxy(methyl)carbamoyl]cyclohexyl}methyl)carbamate